1,3,4-THIADIAZOL-2-YLBORONIC ACID S1C(=NN=C1)B(O)O